ClC1=CC=CC=2C(N([C@H]3C=4N([C@@H](C21)C3)C3=C(N4)C=CC(=C3)O)C([2H])([2H])[2H])=O (7R,14R)-1-chloro-11-hydroxy-6-(methyl-d3)-6,7-dihydro-7,14-methanobenzo[f]benzo[4,5]imidazo[1,2-a][1,4]diazocin-5(14H)-one